ClC1=CC=C(OC2C(CN(CC2)C(=O)OC(C)(C)C)C)C=C1 tert-Butyl 4-(4-chlorophenoxy)-3-methylpiperidine-1-carboxylate